ONC(/C=C/C=1C=C(C(=O)NC2=CC=CC=C2)C=CC1)=O (E)-3-(3-(hydroxyamino)-3-oxoprop-1-en-1-yl)-N-phenylbenzamide